N-(4-(benzyloxy)phenyl)-3,4-dihydro-2H-[1,4]oxazino[2,3-f]quinazolin-10-amine C(C1=CC=CC=C1)OC1=CC=C(C=C1)NC1=NC=NC2=CC=C3C(=C12)OCCN3